CC1=CC(=NN1C1=CC=C(C=C1)OC(F)(F)F)N1CCN(CC1)CCN1CC(OCC1)C(F)(F)F 4-[2-[4-[5-methyl-1-[4-(trifluoromethoxy)phenyl]pyrazol-3-yl]piperazin-1-yl]ethyl]-2-(trifluoromethyl)morpholine